dimethyl-succinyl chloride CC(C(C(=O)Cl)C)C(=O)Cl